OCCOC1=C(C=C(C=C1)C1(C2=CC=CC=C2C=2C=CC=CC12)C1=CC(=C(C=C1)OCCO)C(C)(C)C)C(C)(C)C 9,9-bis[4-(2-hydroxyethoxy)-3-tert-butyl-phenyl]fluorene